OC1C=2N(N=CC13CC3)C=CC(C2O)=O 4',5'-dihydroxyspiro[cyclopropane-1,3'-pyrido[1,2-b]pyridazine]-6'(4'H)-one